O=C1NC(CCC1N1C(C2=CC=C(C=C2C1=O)C1CN(C1)CC1CCN(CC1)NC(OC(C)(C)C)=O)=O)=O tert-butyl (4-((3-(2-(2,6-dioxopiperidin-3-yl)-1,3-dioxoisoindolin-5-yl)azetidin-1-yl)methyl)piperidin-1-yl)carbamate